[F].S1C(=CC=C1)S(=O)(=O)O 2-thiophenesulfonic acid fluorine